O=C1N(C=2C(=NC=CC2)N1)C1CCN(CC1)C(=O)O[C@@H]1CC[C@H]([C@@H](C=2C1=NC=CC2)N(C)C)C2=C(C(=CC=C2)F)F (5S,6S,9R)-6-(2,3-difluorophenyl)-5-(dimethylamino)-6,7,8,9-tetrahydro-5H-cyclohepta[b]pyridin-9-yl 4-(2-oxo-2,3-dihydro-1H-imidazo[4,5-b]pyridin-1-yl)piperidine-1-carboxylate